N-[4-fluoro-5-[[(2S,4S)-2-methyl-4-[(5-methyl-1,2,4-oxadiazol-3-yl)methoxy]-1-piperidyl]methyl]thiazol-2-yl]acetamide FC=1N=C(SC1CN1[C@H](C[C@H](CC1)OCC1=NOC(=N1)C)C)NC(C)=O